C12(CC3CC(CC(C1)C3)C2)C2=CC=C(C=C2)NC(OC2=CC=CC=C2)=O phenyl (4-((3r,5r,7r)-adamantan-1-yl)phenyl)carbamate